C(CCCC)C(C(=O)O)CCCCCCCC 2-pentyldecanoic acid